3-(2-methyl-4-fluoromethoxyphenoxy)-N-(3-(S-methylsulfonimidoyl)phenyl)-6-(trifluoromethyl)pyridazine-4-carboxamide CC1=C(OC=2N=NC(=CC2C(=O)NC2=CC(=CC=C2)S(=O)(=N)C)C(F)(F)F)C=CC(=C1)OCF